C1(CCC1)N1C2CC(CC1CC2)N2CCC(CC2)C=2C=C(C1=C(N(C(=N1)C1=CC=C(C=C1)S(=O)(=O)C)C)C2)F 6-(1-(8-Cyclobutyl-8-azabicyclo[3.2.1]octan-3-yl)piperidin-4-yl)-4-fluoro-1-methyl-2-(4-(methylsulfonyl)phenyl)-1H-benzo[d]imidazol